4-nitro-4'-hydroxystilbene [N+](=O)([O-])C1=CC=C(C=C1)C=CC1=CC=C(C=C1)O